3-Dimethylamino-1-propylamin CN(CCCN)C